C(CCCCCC(=O)OCC=C(CCC=C(CCC=C(C)C)C)C)(=O)[O-] 7-(3,7,11-trimethyldodeca-2,6,10-trien-1-yl) heptanedioate